(3-Chlorophenylamino)-4-phenylphthalazine ClC=1C=C(C=CC1)NC1=NN=C(C2=CC=CC=C12)C1=CC=CC=C1